C(C)(C)C1=C(N=NC=C1)OCC1CC(C1)C=1C=NC(=NC1)N 5-(3-(((4-isopropylpyridazin-3-yl)oxy)methyl)cyclobutyl)pyrimidin-2-amine